(1-(2,5-dichloropyrimidin-4-yl)pyrrolidin-3-yl)carbamic acid tert-butyl ester C(C)(C)(C)OC(NC1CN(CC1)C1=NC(=NC=C1Cl)Cl)=O